(R)-(3-chlorophenyl)(8-methyl-3-(3-methyl-1,2,4-thiadiazol-5-yl)-5,6-dihydro-[1,2,4]triazolo[4,3-a]pyrazin-7(8H)-yl)methanone ClC=1C=C(C=CC1)C(=O)N1[C@@H](C=2N(CC1)C(=NN2)C2=NC(=NS2)C)C